FC1=C(C(=C(C=C1C1=NN(C2=NC(=CC=C21)N2C1(CC1)COCC2)CCOC)C(F)(F)F)F)O 2,6-Difluoro-3-(1-(2-methoxyethyl)-6-(7-oxa-4-azaspiro[2.5]octan-4-yl)-1H-pyrazolo[3,4-b]pyridin-3-yl)-5-(trifluoromethyl)phenol